[N+](=O)([O-])C=1C=C2CC3(C(N(C4=NC=CC=C43)COCC[Si](C)(C)C)=O)CC2=CC1 5-Nitro-1'-((2-(trimethylsilyl)ethoxy)methyl)-1,3-dihydrospiro[indene-2,3'-pyrrolo[2,3-b]pyridine]-2'(1'H)-one